4-[6-(piperazin-1-yl)pyrazolo[1,5-a]pyrimidin-3-yl]thiophene-2-carboxamide dihydrochloride Cl.Cl.N1(CCNCC1)C=1C=NC=2N(C1)N=CC2C=2C=C(SC2)C(=O)N